(1-methyl-2-(5-methylhex-4-en-2-yl)cyclopropyl)methyl palmitate C(CCCCCCCCCCCCCCC)(=O)OCC1(C(C1)C(C)CC=C(C)C)C